CN1N=C(N=C1)C1=C2C(=NC=C1C(F)(F)F)NC(=C2)S(=O)(=O)N2CCCC2 4-(1-methyl-1H-1,2,4-triazol-3-yl)-2-(pyrrolidin-1-ylsulfonyl)-5-(trifluoromethyl)-1H-pyrrolo[2,3-b]pyridine